6-bromo-3-isopropyl-1-methyl-N-((1-methyl-1H-1,2,4-triazol-3-yl)methyl)-1H-pyrazolo[3,4-b]Pyridin-4-amine BrC=1C=C(C2=C(N1)N(N=C2C(C)C)C)NCC2=NN(C=N2)C